1-(3-hydroxy-2-(5-(4-(hydroxymethyl)phenyl)-1H-imidazol-2-yl)piperidin-1-yl)-2-methyl-butan-1-one OC1C(N(CCC1)C(C(CC)C)=O)C=1NC(=CN1)C1=CC=C(C=C1)CO